O(C1=CC=CC=C1)C1=CC=C(C=C1)OB(O)O 4-phenoxyl-phenyl-boric acid